methyl 2-[[6-[[3-chloro-5-cyano-6-[(3S,5R)-4,4-difluoro-3,5-dimethyl-1-piperidyl]-2-pyridyl]amino]-1-(oxetan-2-ylmethyl)-2-oxo-3-quinolyl]oxy]acetate ClC=1C(=NC(=C(C1)C#N)N1C[C@@H](C([C@@H](C1)C)(F)F)C)NC=1C=C2C=C(C(N(C2=CC1)CC1OCC1)=O)OCC(=O)OC